COCCOC1=NC2=CC=CC(=C2C=N1)N1C[C@H](N([C@H](C1)C)C(=O)OC(C)(C)C)C tert-butyl (2R,6S)-4-[2-(2-methoxyethoxy)quinazolin-5-yl]-2,6-dimethyl-piperazine-1-carboxylate